4-(3-bromophenyl)-1H-1,2,4-triazol-5-one BrC=1C=C(C=CC1)N1C=NNC1=O